tert-butyl 4-((4-chloro-6-methoxyquinazolin-5-yl) oxy)-3,3-difluoropiperidine-1-carboxylate ClC1=NC=NC2=CC=C(C(=C12)OC1C(CN(CC1)C(=O)OC(C)(C)C)(F)F)OC